N-[[1-[(1R)-3-(hydroxyamino)-1-(2-naphthylmethyl)-3-oxo-propyl]triazol-4-yl]methyl]-4-(2-methoxyethoxy)benzamide ONC(C[C@@H](CC1=CC2=CC=CC=C2C=C1)N1N=NC(=C1)CNC(C1=CC=C(C=C1)OCCOC)=O)=O